C(C)(C)(C)OC(=O)N1CC2(C1)CN(C2)C2=CC=1C(N=C2C)=NN(C1[N+](=O)[O-])CC 6-(2-Ethyl-6-methyl-3-nitro-2H-pyrazolo[3,4-b]pyridin-5-yl)-2,6-diazaspiro[3.3]heptane-2-carboxylic acid tert-butyl ester